methyl (2S,4R)-1-[(2S)-2-(tert-butoxycarbonylamino)-3,3-dimethyl-butanoyl]-4-isopropyl-pyrrolidine-2-carboxylate C(C)(C)(C)OC(=O)N[C@H](C(=O)N1[C@@H](C[C@@H](C1)C(C)C)C(=O)OC)C(C)(C)C